ClC=1C=NC=CC1C1=CNC2=C1C=1N(C(=N2)N2C=CC3(C=C2)OC2=C([C@H]3N)C=CC=C2)C=CN1 (R)-1'-(9-(3-chloropyridin-4-yl)-7H-imidazo[1,2-c]pyrrolo[3,2-e]pyrimidin-5-yl)-3H-spiro[benzofuran-2,4'-pyridin]-3-amine